FC1=CC=2N(C=C1C1CCN(CC1)S(=O)(=O)C=1C=NN(C1COC([2H])([2H])[2H])C)N=CN2 7-fluoro-6-(1-((5-((methoxy-d3)methyl)-1-methyl-1H-pyrazol-4-yl)sulfonyl)piperidin-4-yl)-[1,2,4]triazolo[1,5-a]pyridine